C1(CC1)C1C(N(C(N1)=O)CSC)=O 5-cyclopropyl-3-((methylthio)methyl)imidazolidine-2,4-dione